(2S)-N,2-dimethyl-N-(2-(pyrrolidin-1-yl)(trifluoromethyl)benzyl)piperidin-4-amine CN(C1C[C@@H](NCC1)C)C(C1=C(C=CC=C1)N1CCCC1)C(F)(F)F